4-(4-(difluoromethyl)bicyclo[2.2.2]octan-1-ylamino)-2-(4-((2-(dimethyl-amino)ethyl)(methyl)amino)-2-methoxy-5-nitrophenylamino)pyrimidine-5-carbonitrile FC(C12CCC(CC1)(CC2)NC2=NC(=NC=C2C#N)NC2=C(C=C(C(=C2)[N+](=O)[O-])N(C)CCN(C)C)OC)F